Ethyl 2-methyl-5-(N-((trans)-3-(3-methyl-4-(trifluoromethyl)-1H-pyrazol-1-yl)cyclobutyl)sulfamoyl)-1H-pyrrole-3-carboxylate CC=1NC(=CC1C(=O)OCC)S(N[C@@H]1C[C@H](C1)N1N=C(C(=C1)C(F)(F)F)C)(=O)=O